3-(((4,4-bis(octyloxy)butanoyl)oxy)methyl)-5-((((3-(diethylamino)propoxy)carbonyl)oxy)methyl)benzyl (9Z,12Z)-octadeca-9,12-dienoate C(CCCCCCC\C=C/C\C=C/CCCCC)(=O)OCC1=CC(=CC(=C1)COC(=O)OCCCN(CC)CC)COC(CCC(OCCCCCCCC)OCCCCCCCC)=O